ClC=1C=C(C(=NC1)C)S(=O)(=O)NC1=C(C(=C(C=C1)F)C=1C=CC=2N(C1)C=NC2C=2N(C(=C(N2)C)C)COCC[Si](C)(C)C)F 5-chloro-N-[3-[1-(4,5-dimethyl-1-[[2-(trimethylsilyl)ethoxy]methyl]imidazol-2-yl)imidazo[1,5-a]pyridin-6-yl]-2,4-difluorophenyl]-2-methylpyridine-3-sulfonamide